C(C)(C)(C)[Si](C1=CC=C(C=C1)S)([18F])C(C)(C)C 4-(di-tert-butyl-[18F]fluorosilyl)benzenethiol